Cl.C12(NCC(C1)C2)CCO 2-(2-Azabicyclo[2.1.1]hex-1-yl)ethan-1-ol hydrochloride